ClC1=CC=C(C=C1)C=1C(=CC=CC1)C1=CC=C(C=C1)C=1N=C(C(=NC1)C1=CC=CC=C1)C1=CC=CC=C1 5-(4''-chloro-[1,1':2',1''-terphenyl]-4-yl)-2,3-diphenylpyrazine